2,6-dichloro-4-amino-3,6-dinitropyridine ClC=1NC(C=C(C1[N+](=O)[O-])N)([N+](=O)[O-])Cl